platinum-zinc-aluminum [Al].[Zn].[Pt]